BrC1=CC=2OCC[C@H]3N(C2N=C1)CCNC3 (R)-3-bromo-6,7,7a,8,10,11-hexahydro-9H-pyrazino[1,2-d]pyrido[3,2-b][1,4]oxazepin